(R)-1-(4-(7-(3-hydroxynaphthalen-1-yl)-2-((1-morpholinopropan-2-yl)oxy)-5,6,7,8-tetrahydropyrido[3,4-d]pyrimidin-4-yl)piperazin-1-yl)prop-2-en-1-one OC=1C=C(C2=CC=CC=C2C1)N1CC=2N=C(N=C(C2CC1)N1CCN(CC1)C(C=C)=O)O[C@@H](CN1CCOCC1)C